CN(C(COC1CC(C1)NC(OC(C)(C)C)=O)=O)C tert-butyl {(1r,3r)-3-[2-(dimethylamino)-2-oxoethoxy]cyclobutyl}carbamate